(3-(isopropylamino)-5-sulfamoylphenyl)boronic acid C(C)(C)NC=1C=C(C=C(C1)S(N)(=O)=O)B(O)O